C1(CCCCC1)NC=1C2=C(N=CC1C#CC1=NC=C(C=C1)OC)NC=C2 N-cyclohexyl-5-((5-methoxypyridin-2-yl)ethynyl)-1H-pyrrolo[2,3-b]Pyridin-4-amine